C1(CCCC1)N1C(C(=CC2=C1N=C(N=C2)NC2CCN(CC2)S(=O)(=O)C2=CC=C(C)C=C2)C#N)=O 8-cyclopentyl-7-oxo-2-((1-tosylpiperidin-4-yl)amino)-7,8-dihydropyrido[2,3-d]pyrimidine-6-carbonitrile